OC(=CC=CC(=O)O)C=CC=CCCC(CCCCCCCC)O 5,12-dihydroxy-eicosatetraenoic acid